6-((S)-2-hydroxypropoxy)pyrazolo[1,5-a]pyridine-3-carbonitrile dihydrochloride Cl.Cl.O[C@H](COC=1C=CC=2N(C1)N=CC2C#N)C